(E)-1-[4-[(2S,3R,4R,5S,6R)-4,5-Dihydroxy-6-(hydroxymethyl)-3-methyloxan-2-yl]oxy-2,6-dihydroxyphenyl]-3-(4-hydroxyphenyl)prop-2-en-1-one O[C@@H]1[C@H]([C@@H](O[C@@H]([C@H]1O)CO)OC1=CC(=C(C(=C1)O)C(\C=C\C1=CC=C(C=C1)O)=O)O)C